CON([14C](=O)C1CC1)C N-methoxy-N-methylcyclopropanecarboxamide-14C1